FC1=CC(=C(C(=O)O)C=C1[N+](=O)[O-])C(F)(F)F 4-fluoro-5-nitro-2-(trifluoromethyl)benzoic acid